BrC1=CC2=C(N=C(S2)C(=O)OC)C=C1 methyl 6-bromo-1,3-benzothiazole-2-carboxylate